[4-(dimethylamino)-7-[8-ethyl-7-fluoro-3-(methoxymethoxy)naphthalen-1-yl]-8-fluoropyrido[4,3-d]pyrimidin-2-yl]oxy (methyl)-octahydro-1H-cyclopenta[b]pyridine-1-carboxylate CC1CCC2C(N1C(=O)OOC=1N=C(C3=C(N1)C(=C(N=C3)C3=CC(=CC1=CC=C(C(=C31)CC)F)OCOC)F)N(C)C)CCC2